CN1N=CC=2C1=NC=CC2N2C[C@H]([C@@H](CC2)C=2C=NC(=CC2)N2CCNCC2)C 1-methyl-4-[trans-3-methyl-4-(6-piperazin-1-yl-3-pyridyl)-1-piperidyl]pyrazolo[3,4-b]pyridine